N-(3,5-dimethylisoxazol-4-yl)-2-(3-(2,6-dioxopiperidin-3-yl)-1H-indazol-1-yl)-acetamide CC1=NOC(=C1NC(CN1N=C(C2=CC=CC=C12)C1C(NC(CC1)=O)=O)=O)C